(2S,3R,4S,5R,6R)-2-(((R)-(1-Hydroxycyclohexyl)(4-methylisoxazol-3-yl)methyl)thio)-6-(hydroxymethyl)-4-(4-(3,4,5-trifluorophenyl)-1H-1,2,3-triazol-1-yl)tetrahydro-2H-pyran-3,5-diol OC1(CCCCC1)[C@H](S[C@@H]1O[C@@H]([C@@H]([C@@H]([C@H]1O)N1N=NC(=C1)C1=CC(=C(C(=C1)F)F)F)O)CO)C1=NOC=C1C